2-chloro-5,6,7,8-tetrahydroquinoxalin-5-ol ClC1=NC=2CCCC(C2N=C1)O